N-(2-hydroxyethyl)adenine OCCNC1=C2NC=NC2=NC=N1